2-pentyltetrahydro-2'H-spiro[cyclopentane-1,3'-imidazo[1,5-a]pyridine]-1'(5'H)-one C(CCCC)C1CCCC12NC(C1N2CCCC1)=O